C(=O)(O)CCC[NH+](C)C (3-Carboxy-propyl)-dimethyl-ammonium